CC1=NC(=CC(=C1)C=1NC2=CC=C(C=C2C1C(C)C)C1CCN(CC1)CC1=NOC=N1)C 3-((4-(2-(2,6-dimethylpyridin-4-yl)-3-isopropyl-1H-indol-5-yl)piperidin-1-yl)methyl)-1,2,4-oxadiazole